1-(3-(3,6-difluoro-9H-carbazol-9-yl)-2-hydroxypropyl)-3-ethylpiperidin-2-one FC=1C=CC=2N(C3=CC=C(C=C3C2C1)F)CC(CN1C(C(CCC1)CC)=O)O